3-[4-[1-[2-[4-[[2-fluoro-6-methoxy-4-(6-methyl-7-oxo-1H-pyrazolo[3,4-c]pyridin-4-yl)phenyl]methyl]-1-piperidyl]acetyl]-4-piperidyl]anilino]piperidine-2,6-dione TFA salt OC(=O)C(F)(F)F.FC1=C(C(=CC(=C1)C=1C2=C(C(N(C1)C)=O)NN=C2)OC)CC2CCN(CC2)CC(=O)N2CCC(CC2)C2=CC=C(NC1C(NC(CC1)=O)=O)C=C2